BrC=1C(=NC=CC1)C(C)NC(OC(C)(C)C)=O tert-butyl (1-(3-bromopyridin-2-yl)ethyl)carbamate